3-methylene-8-methyl-dodecane C=C(CC)CCCCC(CCCC)C